5-(5-((6-fluoro-3-methyl-4-oxo-4,5-dihydropyrazolo[1,5-a]quinoxalin-7-yl)methyl)-5,6-dihydropyrrolo[3,4-c]pyrazol-1(4H)-yl)-N-methylpicolinamide FC1=C2NC(C=3N(C2=CC=C1CN1CC=2N(N=CC2C1)C=1C=CC(=NC1)C(=O)NC)N=CC3C)=O